O=C1NC(CCC1N1C(N(C2=C1C=CC(=C2)NC2=CC=C(C=N2)CC(=O)OC(C)(C)C)C)=O)=O tert-butyl 2-(6-((1-(2,6-dioxopiperidin-3-yl)-3-methyl-2-oxo-2,3-dihydro-1H-benzo[d]imidazol-5-yl)amino)pyridin-3-yl)acetate